FC1=C(C=CC(=C1)I)NC1=C(C=2C(=NC=CC2)S1)C(=O)NOCCO 2-((2-fluoro-4-iodophenyl)amino)-N-(2-hydroxyethoxy)thieno[2,3-b]pyridine-3-carboxamide